ClC=1C(=NC=C(C1COC=1C=C2C(=NC1)N(N=C2C)C2OCCCC2)F)NCC2=C(C=C(C=C2)OC)OC 3-chloro-N-[(2,4-dimethoxyphenyl)methyl]-5-fluoro-4-([[3-methyl-1-(oxan-2-yl)pyrazolo[3,4-b]pyridin-5-yl]oxy]methyl)pyridin-2-amine